N1N=C(N=C1)C=1C=CC(=NC1)N1C=CC=2C1=NC=C(C2)C(=O)N2CCC(CC2)(F)F (1-(5-(1H-1,2,4-triazol-3-yl)pyridin-2-yl)-1H-pyrrolo[2,3-B]pyridin-5-yl)(4,4-difluoropiperidin-1-yl)methanone